C1(=C(C(=CC2=NC3=CC=CC=C3N=C12)C([O-])=S)C([O-])=S)C([O-])=S phenazinetrithiate